3-methylbut-3-enyl dihydrogen phosphate P(=O)(OCCC(=C)C)(O)O